BrCC1=CC=C(C=C1)CBr α,α'-dibromop-xylene